BrC1=CC=C(C=C1)NC1=CC=2OC=3C4=C(C=CC3C3(OC(C5=CC=CC=C35)=O)C2C=C1Cl)C=CC=C4 10-[(4-Bromophenyl)amino]-9-chlorospiro[7H-benzo[c]xanthene-7,1'(3'H)-isobenzofuran]-3'-one